CN1N=C(C(=C1)NC1=NC(=NC=N1)N1C=C(C2=CC(=CC=C12)NC(C=C)=O)C)C N-[1-[4-[(1,3-dimethylpyrazol-4-yl)amino]-1,3,5-triazin-2-yl]-3-methyl-indol-5-yl]prop-2-enamide